tert-butyl (2-((6-methylpyridin-2-yl)oxy)ethyl)carbamate CC1=CC=CC(=N1)OCCNC(OC(C)(C)C)=O